C(C)(C)(C)OC(=O)N1CCC(CC1)C=1OC(=NN1)C1=CC=C(C=C1)C1=NN=C(N1C)COC1=CC(=CC=C1)C(F)(F)F 4-{5-[4-(4-methyl-5-{[3-(trifluoromethyl)phenoxy]methyl}-4H-1,2,4-triazol-3-yl)phenyl]-1,3,4-oxadiazol-2-yl}piperidine-1-carboxylic acid tert-butyl ester